(E)-2-(4-(trifluoromethyl)styryl)oxazole-4-carboxylic acid FC(C1=CC=C(/C=C/C=2OC=C(N2)C(=O)O)C=C1)(F)F